3,3-Bis(p-hydroxyphenyl)phthalide methyl-(S)-4-(3-(4-(2-((tert-butoxycarbonyl)amino)-3-methoxy-3-oxopropyl)phenyl)ureido)-5,6-dihydro-2H-pyran-3-carboxylate COC(=O)C=1COCCC1NC(=O)NC1=CC=C(C=C1)C[C@@H](C(=O)OC)NC(=O)OC(C)(C)C.OC1=CC=C(C=C1)C1(OC(=O)C2=CC=CC=C12)C1=CC=C(C=C1)O